FC1=C(OC2=CC=C3C(=NNC3=C2)NC(C2=CC=C(C=C2)OC2CCN(CC2)C)=O)C=CC=C1 N-(6-(2-fluorophenoxy)-1H-indazol-3-yl)-4-((1-methylpiperidin-4-yl)oxy)benzamide